N1N=CC(=C1)C1=CC=C(C=C1)C(=O)C1=CC(=NC=C1)N1CCNCC1 (4-(1H-pyrazol-4-yl)phenyl)(2-(piperazin-1-yl)-pyridin-4-yl)methanone